1-(2-(2-(1H-tetrazol-5-yl)phenyl)-6-((4,4-dimethylcyclohexyl)(propyl)amino)pyridin-4-yl)-3-(p-tolyl)urea N1N=NN=C1C1=C(C=CC=C1)C1=NC(=CC(=C1)NC(=O)NC1=CC=C(C=C1)C)N(CCC)C1CCC(CC1)(C)C